N-(3-carboxy-1-oxopropyl)-(4S)-(p-phenylphenyl-methyl)-4-amino-(2R)-methylbutanoic acid C(=O)(O)CCC(=O)NCC[C@@](C(=O)O)(C)CC1=CC=C(C=C1)C1=CC=CC=C1